C=1N=CN2C1C1=CC=CC=C1[C@@H]2[C@H]2[C@@H](CN(CC2)CC(F)(F)F)O (3S,4S)-4-((S)-5H-imidazo[5,1-a]isoindol-5-yl)-1-(2,2,2-trifluoroethyl)piperidin-3-ol